Cl.C(C)(C)OC(=O)C1=CC2=C(C=N1)CC1(C(NC3=NC=CC=C31)=O)C2 2'-oxo-1',2',5,7-tetrahydrospiro[cyclopenta[c]pyridine-6,3'-pyrrolo[2,3-b]pyridine]-3-carboxylic acid isopropyl ester hydrochloride